(R)-3-fluoropyrrolidinesulfonyl chloride F[C@H]1CN(CC1)S(=O)(=O)Cl